OC1=C(C(=CC(=C1)C(F)(F)F)C)C1=CC=C(N=N1)N1C[C@@H](OCC1)CCNC(C)=O N-[2-[(2S)-4-[6-[2-hydroxy-6-methyl-4-(trifluoromethyl)phenyl]pyridazin-3-yl]morpholin-2-yl]ethyl]acetamide